C(C1=CC=CC=C1)N1N=NN=C1CN1CCC(CC1)C=1C=C2CN(C(C2=CC1)=O)C1C(NC(CC1)=O)=O 3-(5-(1-((1-benzyl-1H-tetrazol-5-yl)methyl)piperidin-4-yl)-1-oxoisoindolin-2-yl)piperidine-2,6-dione